3-pentyloxy-10-(((4-nitrophenoxy)carbonyl)oxy)hexadecanoic acid C(CCCC)OC(CC(=O)O)CCCCCCC(CCCCCC)OC(=O)OC1=CC=C(C=C1)[N+](=O)[O-]